C(C)(C)(C)OC(=C)N[C@@H](C(=O)NO)CC1=CC=CC=C1 (R)-2-((1-(tert-butoxy)vinyl)amino)-N-hydroxy-3-phenylpropionamide